4-Benzyl-5-(((tert-butyldimethylsilyl)oxy)methyl)-4-azaspiro[2.4]heptane C(C1=CC=CC=C1)N1C2(CC2)CCC1CO[Si](C)(C)C(C)(C)C